C(C)S(=O)(=O)C1CN(C1)C1=NC(=CC(=N1)N1CC2(C=3C=NC(=CC31)NC(C)=O)CC2)C N-(1'-(2-(3-(ethylsulfonyl)azetidin-1-yl)-6-methylpyrimidin-4-yl)-1',2'-dihydrospiro[cyclopropane-1,3'-pyrrolo[3,2-c]pyridin]-6'-yl)acetamide